[Br-].CC(CCCCCCCCCC)[NH+](C)C 2-dodecyldimethyl-ammonium bromide